CN1CC2=CC(=CC=C2CC1)NC1=NC=C2C(=N1)N(N=C2)C2CCC(CC2)C(=O)O (1r,4r)-4-(6-((2-methyl-1,2,3,4-tetrahydroisoquinolin-7-yl)amino)-1H-pyrazolo[3,4-d]pyrimidin-1-yl)cyclohexane-1-carboxylic Acid